FC=1C=C(C=C(C1OC1=NC=CC(=N1)C)F)C1=CN(C=2N=CN=C(C21)N)C 5-(3,5-difluoro-4-((4-methylpyrimidin-2-yl)oxy)phenyl)-7-methyl-7H-pyrrolo[2,3-d]pyrimidin-4-amine